di-methyl-ethoxysilane tert-Butyl-3-methyl-1H-pyrrole-1-carboxylate C(C)(C)(C)OC(=O)N1C=C(C=C1)C.C[SiH](OCC)C